C(C1=CC=CC=C1)C1CC/C=C/CC(C[C@H](NC([C@@H](NC(O1)=O)CC(C)C)=O)C(=O)N(C)OC)C(=O)N(C)C (4S,7S,E)-15-benzyl-4-isobutyl-N7-methoxy-N7,N9,N9-trimethyl-2,5-dioxo-1-oxa-3,6-diazacyclopentadec-11-ene-7,9-dicarboxamide